4-(4-(ethylsulfonamido)-2-methylphenyl)-1H-pyrrolo[2,3-b]pyridin C(C)S(=O)(=O)NC1=CC(=C(C=C1)C1=C2C(=NC=C1)NC=C2)C